NC=1C=C(C=C2C=C(N=CC12)NC(=O)[C@H]1[C@@H](C1)C#N)C1CNC(O1)=O trans-N-[8-amino-6-(2-oxooxazolidin-5-yl)-3-isoquinolyl]-2-cyano-cyclopropane-1-carboxamide